2-[2-[2-[2-[2-(tert-butoxycarbonylamino)ethoxy]ethoxy]ethoxy]ethoxy]acetic acid C(C)(C)(C)OC(=O)NCCOCCOCCOCCOCC(=O)O